C(C)(C)(C)C=1C(=C(C(=O)OC)C(=C(C1)C=C)O)F methyl 3-(tert-butyl)-2-fluoro-6-hydroxy-5-vinylbenzoate